OC1=CC=C(C=C1)C=1C=CC2=C(C(C=3C(=CC4=C(OCO4)C3)OC2)=O)C1 9-(4-hydroxyphenyl)[2]benzoxepino[3,4-f]-1,3-benzodioxol-11(6H)-one